7-Ethenyl-5-fluoro-1-{[2-(trimethylsilyl)ethoxy]methyl}indole C(=C)C=1C=C(C=C2C=CN(C12)COCC[Si](C)(C)C)F